Cl.COC(C(=O)O)=C methoxyacrylate hydrochloride